(2-dimethylaminomethylferrocen-1-yl)palladium (II) chloride CN(C)CC=1[C-](C=CC1)[Pd]Cl.[CH-]1C=CC=C1.[Fe+2]